C(C)(C)(C)OC(C(C)(C)C1=CN=C(S1)S(=O)(=O)Cl)=O.FC(SC1=C(C(F)(F)F)C=CC=C1)(F)F trifluoromethyl-thiotrifluorotoluene tert-butyl-2-[2-(chlorosulfonyl)-1,3-thiazol-5-yl]-2-methylpropanoate